CN1C(=CC=C1)C1=NC=C2N=CNC2=N1 (1-methyl-1H-pyrrol-2-yl)-9H-purin